COC(=O)C1[C@H](N(CC1=O)C(=O)OCC1=CC=CC=C1)C (2R)-2-methyl-4-oxopyrrolidine-1,3-dicarboxylic acid 1-benzyl 3-methyl ester